(±)-2-pentylcyclopentan-1-one C(CCCC)[C@H]1C(CCC1)=O |r|